1,1,2,2,6,6-hexamethyl-4-oxo-piperidinium C[N+]1(C(CC(CC1(C)C)=O)(C)C)C